methyl N,N-dimethylglycinate CN(C)CC(=O)OC